BrC1=C(C(=C(C(=O)OC)C=C1)C(=C)C#N)F methyl 4-bromo-2-(1-cyanovinyl)-3-fluorobenzoate